C(C(=O)O)(=O)O.C1(CCCCC1)CCC(=O)N1C(C2=C(CC1)NC=N2)(C)C 3-cyclohexyl-1-(4,4-dimethyl-1,4,6,7-tetrahydroimidazo[4,5-c]pyridin-5-yl)propan-1-one oxalic acid salt